2-(6-chloro-2-(ethylsulfonyl)pyrazolo[1,5-a]pyrimidin-3-yl)-3-methyl-6-(trifluoromethyl)-3H-imidazo[4,5-c]pyridine ClC=1C=NC=2N(C1)N=C(C2C2=NC1=C(C=NC(=C1)C(F)(F)F)N2C)S(=O)(=O)CC